BrC1=C(C=C(C(=C1)OC)C(F)(F)F)OC1CC1 1-bromo-2-cyclopropyloxy-5-methoxy-4-(trifluoromethyl)benzene